O=C1NC(CCC1C1=NN(C2=CC(=CC=C12)C1CCN(CC1)C[C@H]1[C@@H](CN(CC1)C(=O)OC(C)(C)C)C)C)=O tert-butyl (3s,4r)-4-((4-(3-(2,6-dioxopiperidin-3-yl)-1-methyl-1H-indazol-6-yl) piperidin-1-yl) methyl)-3-methylpiperidine-1-carboxylate